C[C@H]1C[C@@]2(CN1)CC=1C(=CN=C(C1)N1CCN(CC1)C)O2 (2R,5'S)-5'-methyl-5-(4-methylpiperazin-1-yl)-3H-spiro[furo[2,3-c]pyridine-2,3'-pyrrolidine]